C1(=CC=C(C=C1)N1C(NC=2C1=NC=CN2)=O)C 1-(p-tolyl)-1H-imidazo[4,5-b]pyrazin-2(3H)-one